1,1'-(azodicarbonyl)Dipiperidine propyl-p-hydroxybenzoate isopropyl-para-hydroxybenzoate butyl-p-hydroxybenzoate isobutyl-p-hydroxybenzoate C(C(C)C)OC(C1=CC=C(C=C1)O)=O.C(CCC)OC(C1=CC=C(C=C1)O)=O.C(C)(C)OC(C1=CC=C(C=C1)O)=O.C(CC)OC(C1=CC=C(C=C1)O)=O.N(=NC(=O)N1CCCCC1)C(=O)N1CCCCC1